OC1=NN(C=C1)C1=CC=C(C=C1)F 3-hydroxy-N-p-fluorophenyl-pyrazole